(R)-5-fluoro-3-(1-((3-(4-(2-hydroxyethyl)-1H-1,2,3-triazol-1-yl)imidazo[1,2-b]pyridazin-6-yl)amino)ethyl)pyridin-2(1H)-one FC=1C=C(C(NC1)=O)[C@@H](C)NC=1C=CC=2N(N1)C(=CN2)N2N=NC(=C2)CCO